P([O-])([O-])(=S)[S-] phosphorodithioate